COC(=O)C=1C=CC=2N(C1)C(=C(N2)CO)C=O 3-formyl-2-(hydroxymethyl)imidazo[1,2-a]pyridine-6-carboxylic acid methyl ester